COC=1C(=NC=CC1C1=NOC(=N1)CN1CCOCC1)NC1=C(N=NC(=C1)NC(CC(C)C)=O)C(=O)NC([2H])([2H])[2H] 4-[(3-Methoxy-4-{5-[(morpholin-4-yl)methyl]-1,2,4-oxadiazol-3-yl}pyridin-2-yl)amino]-N-(2H3)methyl-6-(3-methylbutanamido)pyridazin-3-carboxamid